C(C)OC(C1=C(N=CC=C1C)C1=CCCC1)=O.FC1(CCN(CCC1)C1=NC2=CC(=CC=C2C=C1C(=O)NC1=CC(=CC=C1)SC)F)F 2-(4,4-difluoroazepan-1-yl)-7-fluoro-N-(3-(methylthio)phenyl)quinoline-3-carboxamide ethyl-2-(cyclopent-1-en-1-yl)-4-methylnicotinate